C(C)(C)(C)OC(NC1CC2(C1)CC(C2)NC2=NC=CC=C2)=O (6-(pyridin-2-ylamino)spiro[3.3]Hept-2-yl)carbamic acid tert-butyl ester